1-ethyl-8-((tetrahydro-2H-pyran-4-yl)methyl)-3-(4-(trifluoromethyl)benzyl)-1,3,8-triazaspiro[4.5]decane-2,4-dione formate C(=O)O.C(C)N1C(N(C(C12CCN(CC2)CC2CCOCC2)=O)CC2=CC=C(C=C2)C(F)(F)F)=O